CN1C(=CC(=C1)NC(=O)C=1N(C=C(C1)NC(C1=CC=C(C=C1)\C=C\C=1C=NC=CC1)=O)C)C(=O)NCCN1CCOCC1 (E)-1-methyl-4-(1-methyl-4-(4-(2-(pyridin-3-yl)vinyl)benzamido)-1H-pyrrole-2-carboxamido)-N-(2-morpholinoethyl)-1H-pyrrole-2-carboxamide